CC=1C(=C2C(=NC1C(=O)OCC)CCC2)NC(=O)OCC(Cl)(Cl)Cl ethyl 3-methyl-4-(((2,2,2-trichloroethoxy)carbonyl)amino)-6,7-dihydro-5H-cyclopenta[b]pyridine-2-carboxylate